(R)-8-acetyl-3-(2-((S)-4-(4-fluorophenyl)-2-methylpiperazin-1-yl)ethyl)-2-oxa-8-azaspiro[4.5]decan-1-one C(C)(=O)N1CCC2(C[C@@H](OC2=O)CCN2[C@H](CN(CC2)C2=CC=C(C=C2)F)C)CC1